4-(3-fluoro-6-methyl-5-(methylsulfonylamino)pyridin-2-yl)-1-methyl-1H-1,2,3-triazole-5-carboxylic acid FC=1C(=NC(=C(C1)NS(=O)(=O)C)C)C=1N=NN(C1C(=O)O)C